(sorbitol) carbon [C].OC[C@H](O)[C@@H](O)[C@H](O)[C@H](O)CO